tert-butyl (1-cyclohexyl-2-((4-(3,5-dimethyl-1-((2-(trimethylsilyl)ethoxy)methyl)-1H-pyrazol-4-yl)phenyl)amino)-2-oxoethyl-1-d)carbamate C1(CCCCC1)C(C(=O)NC1=CC=C(C=C1)C=1C(=NN(C1C)COCC[Si](C)(C)C)C)([2H])NC(OC(C)(C)C)=O